C(C)OC(C1=CN=C(C(=C1)N)\C=C\C(=O)OCC)=O (E)-5-amino-6-(3-ethoxy-3-oxoprop-1-en-1-yl)nicotinic acid ethyl ester